(4-Cyclopentyloxyphenyl)Ammonia C1(CCCC1)OC1=CC=C(C=C1)N